((E)-2-((2R,3S,4R,5R)-5-(3-benzoyl-2,4-dioxo-3,4-dihydropyrimidin-1(2H)-yl)-3-((tert-butyldimethylsilyl)oxy)-4-(2-methoxyethyl)tetrahydrofuran-2-yl)vinyl)phosphonic acid dimethyl ester COP(OC)(=O)\C=C\[C@H]1O[C@H]([C@@H]([C@@H]1O[Si](C)(C)C(C)(C)C)CCOC)N1C(N(C(C=C1)=O)C(C1=CC=CC=C1)=O)=O